tert-butyl 3-hydroxy-4-methylene-piperidine-1-carboxylate OC1CN(CCC1=C)C(=O)OC(C)(C)C